(3R)-3-{[5-(2,6-dimethoxyphenyl)-1-(4-fluorophenyl)-1H-pyrazol-3-yl]formamido}-5-methylhexanoic acid COC1=C(C(=CC=C1)OC)C1=CC(=NN1C1=CC=C(C=C1)F)C(=O)N[C@@H](CC(=O)O)CC(C)C